N(C(=N)N)CCC[C@H](C(=O)NCC1=CC=C(C=C1)O)NC(C(N1CCC(CC1)C(F)(F)F)C1=CC=CC=C1)=O (2R)-5-guanidino-N-(4-hydroxybenzyl)-2-(2-phenyl-2-(4-(trifluoromethyl)piperidin-1-yl)acetamido)pentanamide